O-isopropyl-isourea sulfate S(=O)(=O)(O)O.C(C)(C)OC(N)=N